O=C(C(=O)OCC)C(C(=O)[O-])=O ethyl 2,3-dioxosuccinate